C(=C\CCCCCCCCCCC)/C=1C=C(C=C(C1)O)O 5-[(E)-Tridec-1-enyl]benzene-1,3-diol